C(C)(=O)OCC(CC1=C(N(C2=CC=C(C=C12)C1=CCC=NC1)CC)C=1C(=NC=C(C1)N1C[C@H]2COCCN2CC1)[C@H](C)OC)(C)C 5-(3-(3-acetoxy-2,2-dimethylpropyl)-1-ethyl-2-(5-((S)-hexahydropyrazino[2,1-c][1,4]oxazin-8(1H)-yl)-2-((S)-1-methoxyethyl)pyridin-3-yl)-1H-indol-5-yl)-3,6-dihydropyridin